CN1C(=C2C(=C1C(F)(F)F)C(CC2)=O)C(=O)O 2-methyl-4-oxo-3-(trifluoromethyl)-2,4,5,6-tetrahydrocyclopenta[c]pyrrole-1-carboxylic acid